1-tertiary butyl-imidazole C(C)(C)(C)N1C=NC=C1